OC=1C=CC(=NC1)N1CCN(CC1)C(=O)OC(C)(C)C tert-butyl 4-(5-hydroxy-2-pyridyl)piperazine-1-carboxylate